N1=CC=C(C=C1)C=NN 4-pyridineformaldehyde hydrazone